2-(((1R)-1-(2-cyano-7-methyl-3-(2-oxa-7-azaspiro[4.4]nonan-7-yl)-quinoxalin-5-yl)ethyl)amino)benzoic acid C(#N)C1=NC2=CC(=CC(=C2N=C1N1CC2(CCOC2)CC1)[C@@H](C)NC1=C(C(=O)O)C=CC=C1)C